1-(4-(amino(4,5-dichloro-2-hydroxyphenyl)methyl)piperidin-1-yl)-3-hydroxy-3-methylbutan-1-one NC(C1CCN(CC1)C(CC(C)(C)O)=O)C1=C(C=C(C(=C1)Cl)Cl)O